ent-kaur-16-en-19-oic acid C[C@@]12CCC[C@@]([C@H]1CC[C@]34[C@H]2CC[C@H](C3)C(=C)C4)(C)C(=O)O